Nickel manganese phosphate lithium [Li+].P(=O)([O-])([O-])[O-].[Mn+2].[Ni+2]